3-(2-chloro-5-fluoropyrimidin-4-yl)-N-phenylimidazo[1,2-a]Pyridin-6-amine ClC1=NC=C(C(=N1)C1=CN=C2N1C=C(C=C2)NC2=CC=CC=C2)F